C1(CC1)N1CCC(CC1)C=1SC2=C(N1)C=C(C=C2)[C@@H]2NC[C@H](CC2)C 2-(1-cyclopropylpiperidin-4-yl)-5-((2R,5S)-5-methylpiperidin-2-yl)benzo[d]thiazole